C(C)N(C(CCNC(=O)NCCC(C)N(CC)CC)C)CC 1,3-bis(3-diethylaminobutyl)urea